OCC(C(=O)OCC)=C ethyl 2-(hydroxymethyl)acrylate